erythritol tetrakis(3-mercaptopropionate) SCCC(=O)O[C@@H](COC(CCS)=O)[C@H](OC(CCS)=O)COC(CCS)=O